8-(3-butyl-4-phenyl-2,3-dihydrothiazol-2-ylidene)hydrazino-3,7-dihydro-1,3,7-trimethyl-1H-purine-2,6-dione C(CCC)N1C(SC=C1C1=CC=CC=C1)=NNC1=NC=2N(C(N(C(C2N1C)=O)C)=O)C